CC1CC2=C(CC(N1)=O)C=CC=C2 4-methyl-2,3,4,5-tetrahydro-1H-3-benzazepin-2-one